4-((1H-pyrazol-4-yl)amino)-6-(2,6-difluorophenyl)pyridazine-3-carboxylic acid methyl ester COC(=O)C=1N=NC(=CC1NC=1C=NNC1)C1=C(C=CC=C1F)F